C(C)(C)(C)N1CCN(CC1)C1=NC=C(C(=C1)C)B1OC(C(O1)(C)C)(C)C tert-butyl-4-[4-methyl-5-(4,4,5,5-tetramethyl-1,3,2-dioxaborolan-2-yl)-2-pyridyl]piperazine